FC1(CCC(CC1)OC1=C(C=C(C=C1)NS(=O)(=O)CC)C=1C2=C(C(N(C1)C)=O)NC=C2)F N-{4-[(4,4-difluorocyclohexyl)oxy]-3-(6-methyl-7-oxo-6,7-dihydro-1H-pyrrolo[2,3-c]pyridin-4-yl)phenyl}ethanesulfonamide